4'-(2-(((2S,4R,5R)-5-(6-amino-2-chloro-9H-purin-9-yl)-4-hydroxytetrahydrofuran-2-yl)methoxy)-2-carboxy-2-(thiazol-4-yl)ethyl)-[1,1'-biphenyl]-2-carboxylic acid NC1=C2N=CN(C2=NC(=N1)Cl)[C@H]1[C@@H](C[C@H](O1)COC(CC1=CC=C(C=C1)C=1C(=CC=CC1)C(=O)O)(C=1N=CSC1)C(=O)O)O